IC1=NC=C(C=C1O)C 2-iodo-5-methyl-pyridin-3-ol